2-(2-furyl)-7-(2-(4-(4-(2-methoxyethoxy)phenyl)-1-piperazinyl)ethyl)-7H-pyrazolo(4,3-e)(1,2,4)triazolo(1,5-c)pyrimidin-5-amine O1C(=CC=C1)C1=NN2C(=NC3=C(C2=N1)C=NN3CCN3CCN(CC3)C3=CC=C(C=C3)OCCOC)N